C(C)(=O)C1=C2C(C(=NN(C2=CC=C1)C1=CC=C(C=C1)OC(F)(F)F)C(=O)OCC)=O ethyl 5-acetyl-4-oxo-1-[4-(trifluoromethoxy)phenyl]cinnoline-3-carboxylate